para-hydroxyphenylacetaldehyde OC1=CC=C(C=C1)CC=O